NCC=1C=NC(=NC1)C1=C(C=C(C#N)C=C1)OC=1SC(=NN1)C1=NC=CC=C1 4-[5-(aminomethyl)pyrimidin-2-yl]-3-[(5-pyridin-2-yl-1,3,4-thiadiazol-2-yl)oxy]benzonitrile